N,N-bis(3-nitrophenyl)urea [N+](=O)([O-])C=1C=C(C=CC1)N(C(=O)N)C1=CC(=CC=C1)[N+](=O)[O-]